C(C=C)C(CNC(OCC1=CC=CC=C1)=O)C(C=C)=O benzyl (2-allyl-3-oxopent-4-en-1-yl)carbamate